(2-(1H-Indol-3-yl)-1-methyl-ethyl)dimethylamine N1C=C(C2=CC=CC=C12)CC(C)N(C)C